C(C=1C(C(=O)[O-])=CC=CC1)(=O)OC1CC2C(CC1)O2 (3,4-epoxycyclohexyl) phthalate